ClC=1C=C(C=C(C1OC1=C2N=CN(C2=NC=N1)C1CC1)Cl)N1N=C(C(NC1=O)=O)C#N 2-(3,5-Dichloro-4-((9-cyclopropyl-9H-purin-6-yl)oxy)phenyl)-3,5-dioxo-2,3,4,5-Tetrahydro-[1,2,4]triazine-6-carbonitrile